bis(1,2-dimethyl-3-(3-methylpentan-3-yl)cyclopentadienyl)zirconium dichloride [Cl-].[Cl-].CC1(C(=C(C=C1)C(CC)(CC)C)C)[Zr+2]C1(C(=C(C=C1)C(CC)(CC)C)C)C